C(C)C1=C(C=CC(=C1)F)C(N1C[C@@H](N(C[C@H]1C)C1=CC(N(C=2C=CC(=NC12)C#N)C)=O)C)C1=CC=C(C=C1)F 8-[(2S,5R)-4-[(2-ethyl-4-fluorophenyl)(4-fluorophenyl)methyl]-2,5-dimethylpiperazin-1-yl]-5-methyl-6-oxo-5,6-dihydro-1,5-naphthyridine-2-carbonitrile